(3,4-dichloro-5-fluoro-1H-indol-2-yl)(4-((3S,4S)-1-methyl-4-(trifluoromethyl)pyrrolidine-3-carbonyl)piperazin-1-yl)methanone ClC1=C(NC2=CC=C(C(=C12)Cl)F)C(=O)N1CCN(CC1)C(=O)[C@@H]1CN(C[C@H]1C(F)(F)F)C